4-chloro-2-fluoro-3-{[(4-methoxyphenyl)methyl]sulfanyl}pyridine ClC1=C(C(=NC=C1)F)SCC1=CC=C(C=C1)OC